FC1=CC=C(OC2=CC=C(C=C2)C=2C=C(C(=O)O)C=C(N2)C(NCCN2CCCCC2)=O)C=C1 2-(4-(4-fluorophenoxy)phenyl)-6-((2-(piperidin-1-yl)ethyl)carbamoyl)isonicotinic acid